NC1=NC(=CC(=N1)N1C(COCCC1)C1=C(C=C(OC[C@@H](CO)O)C=C1)Cl)C (R)-3-{4-[4-(2-Amino-6-methyl-pyrimidin-4-yl)-[1,4]oxazepan-3-yl]-3-chloro-phenoxy}-propane-1,2-diol